CNCCNC(=O)C1=CC=2N(C=C1)C(=CN2)N2N=CC(=C2)C2=C(C=CC(=C2)C(NC2CC2)=O)C 3-[4-(5-cyclopropylcarbamoyl-2-methyl-phenyl)-pyrazol-1-yl]-imidazo[1,2-a]pyridine-7-carboxylic acid (2-methylamino-ethyl)-amide